4-(Isopropylamino)butan-1-ol racemic-(1H-1,2,4-triazol-3-yl)methyl-(1-((3-chloro-4-fluorophenyl)carbamoyl)-2-methyl-2,4,5,6-tetrahydrocyclopenta[c]pyrrol-4-yl)carbamate N1N=C(N=C1)CN(C(=O)OCCCCNC(C)C)[C@@H]1CCC2=C(N(C=C21)C)C(NC2=CC(=C(C=C2)F)Cl)=O |r|